2-Methoxyethyl 5-((3-methoxyphenyl) carbamoyl)-2,6-dimethyl-4-phenyl-1,4-dihydropyridine-3-carboxylate COC=1C=C(C=CC1)NC(=O)C=1C(C(=C(NC1C)C)C(=O)OCCOC)C1=CC=CC=C1